2-ethoxy-1,2-dihydro-quinoline C(C)OC1NC2=CC=CC=C2C=C1